1-N'-[6-(6-carbamoyl-7-methoxyquinolin-4-yl)oxypyridin-3-yl]-1-N-(4-fluorophenyl)cyclopropane-1,1-dicarboxamide C(N)(=O)C=1C=C2C(=CC=NC2=CC1OC)OC1=CC=C(C=N1)NC(=O)C1(CC1)C(=O)NC1=CC=C(C=C1)F